(R)-3-(3-(1-(5,7-difluoro-3-methylbenzofuran-2-yl)-2-methylpropyl)ureido)benzamide FC=1C=C(C2=C(C(=C(O2)[C@@H](C(C)C)NC(NC=2C=C(C(=O)N)C=CC2)=O)C)C1)F